1-[6-Fluoro-3-(2-methoxypyrimidin-5-yl)-8-(methylamino)-9H-pyrido[2,3-b]indol-4-yl]-5,6-dihydro-4H-pyrrolo[3,4-c]pyrazole-3-carbonitrile FC=1C=C2C3=C(NC2=C(C1)NC)N=CC(=C3N3N=C(C1=C3CNC1)C#N)C=1C=NC(=NC1)OC